bismuth oxide diboron [B].[B].[Bi]=O